CC1(C2C3C4C=CC(C3C(C1)C2)C4)C4=CC=C(C=C4)O 8-methyl-8-(4-hydroxyphenyl)tetracyclo[4.4.0.12,5.17,10]dodec-3-ene